C(C)(C)(C)OC(=O)NCCN(CC(=O)OC)CCNC(=O)OC(C)(C)C methyl bis(2-((tert-butoxycarbonyl)amino)ethyl)glycinate